(1R,2S,5S)-3-(6-chloro-7-fluoro-1H-indole-2-carbonyl)-N-((S)-1-hydroxy-3-((S)-2-oxopyrrolidin-3-yl)propan-2-yl)-6,6-dimethyl-3-azabicyclo[3.1.0]hexane-2-carboxamide ClC1=CC=C2C=C(NC2=C1F)C(=O)N1[C@@H]([C@H]2C([C@H]2C1)(C)C)C(=O)N[C@H](CO)C[C@H]1C(NCC1)=O